NC1=CC(=NC=C1C(=O)N1CCC=2N(N=C3CCN(C[C@H]1C23)C(C=C)=O)C2=C(C=C(C=C2)C2CCC2)O)Br |o1:20| (R or S)-1-(5-(4-amino-6-bromonicotinoyl)-2-(4-cyclobutyl-2-hydroxyphenyl)-2,3,4,5,5a,6,8,9-octahydro-7H-1,2,5,7-tetraazabenzo[cd]azulen-7-yl)prop-2-en-1-one